benzyl (3-(4-bromo-2-(3-iodophenyl)-2-methyl-3-oxobutoxy)-2-methylpropyl)carbamate BrCC(C(COCC(CNC(OCC1=CC=CC=C1)=O)C)(C)C1=CC(=CC=C1)I)=O